pyrazolo[1,5-a]pyridine-3-carbonitrile N1=CC(=C2N1C=CC=C2)C#N